5-((3,4,5-trioctanoxy)phenyl)-2-ethynylpyridine C(CCCCCCC)OC=1C=C(C=C(C1OCCCCCCCC)OCCCCCCCC)C=1C=CC(=NC1)C#C